C1=CC=C2C(=C1)C=CC(=N2)C3C(=O)C4=CC=CC=C4C3=O The molecule is a quinoline derivative with a 1,3-dioxoindan-2-yl substituent at C-2. It has a role as a dye. It is a member of quinolines, a beta-diketone and an aromatic ketone.